C1(=CC=CC=C1)C=1C(=C(C=CC1)OC1=C(C(=CC=C1)C1=CC=CC=C1)C1=CC=CC=C1)C1=CC=CC=C1 diphenylphenyl ether